FC1C(COC1)NC(C1=NC=CC(=C1)N1C=NC=C1)=O N-(4-fluorotetrahydrofuran-3-yl)-4-(1H-imidazol-1-yl)picolinamide